C1(CC1)C(C(=O)N1[C@@H](C[C@H](C1)O)C(=O)N[C@@H](C)C1=CC=C(C=C1)C1=C(N=CS1)C)N1N=NC(=C1)N1CC2(C1)CNC2 (2S,4R)-1-[2-cyclopropyl-2-(4-{2,6-diazaspiro[3.3]heptane-2-yl}-1,2,3-triazol-1-yl)acetyl]-4-hydroxy-N-[(1S)-1-[4-(4-methyl-1,3-thiazol-5-yl)phenyl]ethyl]pyrrolidine-2-carboxamide